1-(4-cyanobenzyl)-1H-benzimidazole-6-carbonitrile C(#N)C1=CC=C(CN2C=NC3=C2C=C(C=C3)C#N)C=C1